C(C)(C)(C)OC(=O)N1C(CC(CC1)O)C1=CC=C(C=C1)Br (4-bromophenyl)-4-hydroxypiperidine-1-carboxylic acid tert-butyl ester